2-(4-bromophenyl)-1-(4,4-difluoropiperidin-1-yl)ethane-1-one BrC1=CC=C(C=C1)CC(=O)N1CCC(CC1)(F)F